formylvaleric acid C(=O)C(C(=O)O)CCC